ClC1=CC(=C(C=C1)COC1=CC=CC(=N1)C1=CC(NC=C1)=O)F 4-[6-[(4-chloro-2-fluoro-phenyl)methoxy]-2-pyridyl]-1H-pyridin-2-one